(S)-S-methyl 4-(2-((benzyloxy)methyl)pyrrolidin-1-yl)-4-methylpent-2-ynethioate C(C1=CC=CC=C1)OC[C@H]1N(CCC1)C(C#CC(SC)=O)(C)C